(2S)-2-(t-butoxycarbonylamino)succinic acid C(C)(C)(C)OC(=O)N[C@H](C(=O)O)CC(=O)O